5-cyclohexyl-7-(3-fluoro-5-methylphenyl)-5,6,7,8-tetrahydro-2,7-naphthyridine-3-carboxylic acid C1(CCCCC1)C1C=2C=C(N=CC2CN(C1)C1=CC(=CC(=C1)C)F)C(=O)O